5-(5-(3-benzyl-1-((2-methyl-2H-1,2,3-triazol-4-yl)sulfonyl)pyrrolidin-3-yl)-6-methyl-1H-indazol-1-yl)-1-methylpyridin-2(1H)-one C(C1=CC=CC=C1)C1(CN(CC1)S(=O)(=O)C1=NN(N=C1)C)C=1C=C2C=NN(C2=CC1C)C=1C=CC(N(C1)C)=O